ClC=1C=C(C=CC1)S(=O)(=O)N1C2=C(SCC1)C(=CN=C2)C2=CC=C(C#N)C=C2 4-(4-((3-chlorophenyl)sulfonyl)-3,4-dihydro-2H-pyrido[4,3-b][1,4]thiazin-8-yl)benzonitrile